(3S)-3-fluoro-1-azabicyclo[3.2.0]heptane-5-carboxylic acid methyl ester COC(=O)C12C[C@@H](CN2CC1)F